FC1=C(C=CC(=C1)F)C=1CCCC2=C(C1C1=CC=C(C=C1)C=C1CN(C1)CCCF)C=CC(=C2)C(=O)O 8-(2,4-difluorophenyl)-9-(4-((1-(3-fluoropropyl)azetidin-3-ylidene)methyl)phenyl)-6,7-dihydro-5H-benzo[7]annulene-3-carboxylic acid